2-chloro-4'-hydroxyacetophenone ClCC(=O)C1=CC=C(C=C1)O